C(#N)C=1N=C(OC1N(C(=O)NCCCN(C)C)C)C1=C(C(=CC(=C1)Cl)Cl)Cl 1-(4-Cyano-2-(2,3,5-trichlorophenyl)oxazol-5-yl)-3-(3-(dimethylamino)propyl)-1-methylurea